8-(5-fluoro-3-(trifluoromethyl)pyridin-2-yl)-1,4-dioxa-8-azaspiro[4.5]decane FC=1C=C(C(=NC1)N1CCC2(OCCO2)CC1)C(F)(F)F